N-(2-(6-Bromo-1,3-dioxo-1H-benzo[di]isoquinolin-2(3H)-yl)ethyl)-2-chloroacetamide BrC=1C=CC=2C(N(C(C3=CC=CC1C23)=O)CCNC(CCl)=O)=O